C(C)(C)(C)C=1C(=C(C=C(C1)OC)N1N=C2C(=N1)C=CC(=C2)C(=O)OC2=CC=CC=C2)O phenyl 2-(3-tert-butyl-2-hydroxy-5-methoxyphenyl)-2H-benzotriazole-5-carboxylate